C(C)(C)(C)OC(=O)N1C[C@@H](N(CC1)C1=C2C(=NC=N1)N(N=C2C2CC2)C2=NC=CC(=C2)[N+]#[C-])C (S)-4-(3-cyclopropyl-1-(4-isocyanopyridin-2-yl)-1H-pyrazolo[3,4-d]pyrimidin-4-yl)-3-methylpiperazine-1-carboxylic acid tert-butyl ester